N-(2-(2-(cyclopropanesulfonamido)thiazol-4-yl)propan-2-yl)-4-(6-ethoxypyrazin-2-yl)benzamide C1(CC1)S(=O)(=O)NC=1SC=C(N1)C(C)(C)NC(C1=CC=C(C=C1)C1=NC(=CN=C1)OCC)=O